NC1=NNC(C2=C1N(C=C2[C@H]2CN(CC2)C(\C=C\[C@@H]2N(CC2)CC)=O)C2=CC=C(C=C2)OC2=CC=CC=C2)=O 7-amino-3-((S)-1-((E)-3-((R)-1-ethylazetidin-2-yl)acryloyl)pyrrolidin-3-yl)-1-(4-phenoxyphenyl)-1,5-dihydro-4H-pyrrolo[2,3-d]pyridazin-4-one